2,3-dihydrobenzoxazepine O1NCC=CC2=C1C=CC=C2